C(C)(C)(C)N(C(O)=O)CCBr.O=C1NC(CCC1N1C(C2=CC=C(C=C2C1)N1CCN(CC1)CCNC(OC(C)(C)C)=O)=O)=O tert-Butyl (2-(4-(2-(2,6-dioxopiperidin-3-yl)-1-oxoisoindolin-5-yl)piperazin-1-yl)ethyl)carbamate tert-Butyl-(2-bromoethyl)carbamate